(R)-1-(4-((4-(2,2-difluoroethoxy)-5-(quinoxalin-6-yl)pyrrolo[2,1-f][1,2,4]triazin-2-yl)amino)-3,3-difluoropiperidin-1-yl)ethan-1-one FC(COC1=NC(=NN2C1=C(C=C2)C=2C=C1N=CC=NC1=CC2)N[C@H]2C(CN(CC2)C(C)=O)(F)F)F